N-3,4-methylenedioxybenzylaminocarbonyl-2'-deoxyuridine C1OC=2C=C(CNC(=O)[C@@]3(C[C@H](O)[C@@H](CO)O3)N3C(=O)NC(=O)C=C3)C=CC2O1